FC=1C=C(C=CC1F)[C@H]1[C@@H](C1)NC=1C2=C(N=C(N1)SCCC)N(N=N2)[C@H]2[C@@H](O[C@H]([C@H]2F)CO)CO ((2R,3S,4S,5S)-3-(7-(((1R,2S)-2-(3,4-difluorophenyl)cyclopropyl)amino)-5-(propylthio)-3H-[1,2,3]triazolo[4,5-d]pyrimidin-3-yl)-4-fluorotetrahydrofuran-2,5-diyl)dimethanol